N12CCCNC2CCC1 1,5-diazabicyclo[4.3.0]-nonane